7-(2-(5-chloro-1H-indol-3-yl)ethoxy)-5-(2-methylthiazol-5-yl)thiazolo[5,4-d]pyrimidine ClC=1C=C2C(=CNC2=CC1)CCOC=1C2=C(N=C(N1)C1=CN=C(S1)C)SC=N2